C(C(=C)C)(=O)[O-].C(C(=C)C)(=O)[O-].C(CCCCCCC)[Sn+2]CCCCCCCC dioctyltin dimethacrylate